FC(CN1C(=NC=2C1=NC(=CC2)C2=CNC=1N=C(N=CC12)NC1CCOCC1)C)F 5-(3-(2,2-difluoroethyl)-2-methyl-3H-imidazo[4,5-b]pyridin-5-yl)-N-(tetrahydro-2H-pyran-4-yl)-7H-pyrrolo[2,3-d]pyrimidin-2-amine